(1-aminopropan-2-yl)-8-(pyridin-3-yl)-6-(4-(trifluoromethyl)phenyl)pyrido[3,4-d]pyrimidin-4(3H)-one NCC(C)C=1NC(C2=C(N1)C(=NC(=C2)C2=CC=C(C=C2)C(F)(F)F)C=2C=NC=CC2)=O